N-(4-{[6,7-bis(methyloxy)quinolin-4-yl]oxy}phenyl)-N'-[2-(morpholin-4-ylmethyl)phenyl]cyclopropane-1,1-dicarboxamide COC=1C=C2C(=CC=NC2=CC1OC)OC1=CC=C(C=C1)NC(=O)C1(CC1)C(=O)NC1=C(C=CC=C1)CN1CCOCC1